(3S)-3-(1'-((1H-indazol-4-yl)methyl)-3',3'-difluoro-6-oxo-6,8-dihydro-2H,7H-spiro[furo[2,3-e]isoindole-3,4'-piperidin]-7-yl)piperidine-2,6-dione N1N=CC2=C(C=CC=C12)CN1CC(C2(CC1)COC1=C3CN(C(C3=CC=C12)=O)[C@@H]1C(NC(CC1)=O)=O)(F)F